6-(5-(4-chloro-1-methyl-1H-pyrazol-5-yl)-2-azabicyclo[4.1.0]heptan-2-yl)-2-(difluoromethyl)-4-(3-(piperazin-1-yl)azetidin-1-yl)nicotinonitrile ClC=1C=NN(C1C1CCN(C2CC12)C1=NC(=C(C#N)C(=C1)N1CC(C1)N1CCNCC1)C(F)F)C